BrCCCCCCC\C=C\C=C/CCCC (8e,10z)-1-bromo-8,10-pentadecadiene